C(C)(C)C=1C(=NNC1C=1C=C(C=2N(C1)N=CN2)OC)C2=NC=C(C=C2)C2CCN(CC2)CCS(=O)(=O)C 6-(4-isopropyl-3-(5-(1-(2-(methylsulfonyl)ethyl)piperidin-4-yl)pyridin-2-yl)-1H-pyrazol-5-yl)-8-methoxy-[1,2,4]triazolo[1,5-a]pyridine